Methyl (S)-5-(4-aminobenzamido)-2-(4-(((2,4-diaminopteridin-6-yl)methyl)(methyl)amino) benzamido)-pentanoate NC1=CC=C(C(=O)NCCC[C@@H](C(=O)OC)NC(C2=CC=C(C=C2)N(C)CC=2N=C3C(=NC(=NC3=NC2)N)N)=O)C=C1